ClC1=CC(=C(C=C1)C1(OC2=C(O1)C=CC=C2C2=CC(=C(CC1=NC3=C(N1CCOC)C=C(C=C3)C(=O)O)C=C2)F)C)F 2-(4-(2-(4-chloro-2-fluorophenyl)-2-methylbenzo[d][1,3]dioxol-4-yl)-2-fluorobenzyl)-1-(2-methoxyethyl)-1H-benzo[d]imidazole-6-carboxylic acid